ClC=1C=C2C(=NC(=NC2=C(C1C1=C2C(=NC=C1C)NN=C2)F)N2CC(C2)N(C)C)N2C[C@H](N(C[C@@H]2C)C(C=C)=O)C 1-((2R,5S)-4-(6-chloro-2-(3-(dimethylamino)azetidin-1-yl)-8-fluoro-7-(5-methyl-1H-pyrazolo[3,4-b]pyridin-4-yl)quinazolin-4-yl)-2,5-dimethylpiperazin-1-yl)prop-2-en-1-one